(7-(1-methyl-1H-pyrrolo[2,3-b]pyridin-3-yl)-2-azaspiro[3.5]nonan-2-yl)methanone CN1C=C(C=2C1=NC=CC2)C2CCC1(CN(C1)C=O)CC2